CC1=NC(=NO1)C=1C=C2CC[C@]3(NC(OC3)=O)C2=CC1 (S)-5-(5-Methyl-1,2,4-oxadiazol-3-yl)-2,3-dihydrospiro[inden-1,4'-oxazolidin]-2'-on